CN(C(=O)[C@H]1N(C[C@H]2[C@@H]1CCC2)C(=O)OCC2=CC=CC=C2)C=2C=C(C=CC2)C benzyl (1S,3aR,6aS)-1-(methyl(m-tolyl)carbamoyl)hexahydrocyclopenta[c]pyrrole-2(1H)-carboxylate